CN1CCC(CC1)NC1=NC=NC2=CC=C(C=C12)C1=CNC2=NC=C(C=C21)C=2C=NC=CC2 N-(1-methylpiperidin-4-yl)-6-(5-(pyridin-3-yl)-1H-pyrrolo[2,3-b]pyridin-3-yl)quinazolin-4-amine